2-(pyridin-2-yl)ethanamine N1=C(C=CC=C1)CCN